NC1C[C@H]2CC[C@@H](C1)N2C=2C1=C(N=C(N2)OC[C@H]2N(CCC2)C)C(=C(N=C1)C1=CC(=CC2=CC=CC=C12)O)F 4-(4-((1R,3S,5S)-3-amino-8-azabicyclo[3.2.1]octan-8-yl)-8-fluoro-2-(((S)-1-methylpyrrolidin-2-yl)methoxy)pyrido[4,3-d]pyrimidin-7-yl)naphthalen-2-ol